6-bromo-N-((1R,4R)-4-methylcyclohexyl)pyridin-2-amine BrC1=CC=CC(=N1)NC1CCC(CC1)C